1-((1H-indol-5-yl)sulfonyl)-N-(3-fluoro-4-propylphenyl)-1H-pyrazole-3-carboxamide N1C=CC2=CC(=CC=C12)S(=O)(=O)N1N=C(C=C1)C(=O)NC1=CC(=C(C=C1)CCC)F